C(C)(C)(C)OC(=O)N1CC2(C1)CCN(CC2)CCCN 7-(3-aminopropyl)-2,7-diazaspiro[3.5]nonane-2-carboxylic acid tert-butyl ester